phosphorselenoate P([O-])([O-])([O-])=[Se]